FC(C/C(=C/C(=O)N(C)OC)/C)(F)F (E)-5,5,5-trifluoro-N-methoxy-N,3-dimethylpent-2-enamide